C(CCC)N(CCCC)C[Si](C1=CC=C(C=C1)C(=C)C1=CC=CC=C1)(OCC)OCC 1-[4-(dibutylaminomethyldiethoxysilyl)phenyl]-1-phenylethylene